CC1(CCC=2C1=NNC(C2C(F)(F)F)=O)C(=O)O 7-methyl-3-oxo-4-(trifluoromethyl)-3,5,6,7-tetrahydro-2H-cyclopenta[c]pyridazine-7-carboxylic acid